ClC(OC1=CC=C(C=C1)NC(=O)C1=CN(C(C=C1)=O)C1=CC=C(C=C1)OC)(F)F N-[4-(Chlorodifluoromethoxy)phenyl]-1-(4-methoxyphenyl)-6-oxo-1,6-dihydropyridine-3-carboxamide